NC1=CC=C(C2=C(C=CC=C12)N)O 4,8-diaminonaphthol